1-{5-[4-(Azetidin-3-yl)piperidine-1-carbonyl]-2-chlorophenyl}-1,3-diazinane-2,4-dione trifluoroacetate FC(C(=O)O)(F)F.N1CC(C1)C1CCN(CC1)C(=O)C=1C=CC(=C(C1)N1C(NC(CC1)=O)=O)Cl